1-(2-morpholinoacetyl)piperidin O1CCN(CC1)CC(=O)N1CCCCC1